2-((1-(N,N-dimethylsulfamoyl)-3-phenyl-1H-pyrazol-5-yl)amino)-N-(methylsulfonyl)-4-morpholinofuro[3,2-d]pyrimidine-6-carboxamide CN(S(=O)(=O)N1N=C(C=C1NC=1N=C(C2=C(N1)C=C(O2)C(=O)NS(=O)(=O)C)N2CCOCC2)C2=CC=CC=C2)C